FC(CC(C1=C(C=C(C=C1)C(C(F)(F)F)(F)F)C)N(C(C(=O)OC=1C=NC=C(C1)N1N=CC(=C1)C(F)(F)F)=O)C)(F)F 5-[4-(trifluoromethyl)-1H-pyrazol-1-yl]pyridin-3-ol 2,2,2-Trifluoroethyl-2-[methyl-[[2-methyl-4-(1,1,2,2,2-pentafluoroethyl)phenyl]methyl]amino]-2-oxo-acetate